CC(C)C(C#N)CCC 2-propan-2-ylpentanenitrile